FC1=C(C(=O)O)C(=CC=C1)NC(C)C1=CC(=CC=2C=3N(C(=NC12)N1CCOCC1)C=C(N3)C(F)(F)F)C 2-fluoro-6-((1-(9-methyl-5-morpholino-2-(trifluoromethyl)imidazo[1,2-c]quinazolin-7-yl)ethyl)amino)benzoic acid